1-[5-(difluoromethyl)-6-[3-(difluoromethyl)-5-methyl-pyrazol-1-yl]-2-pyridyl]-N-(6-methylpyridazin-3-yl)-6-(2-morpholinoethoxy)benzimidazol-5-amine FC(C=1C=CC(=NC1N1N=C(C=C1C)C(F)F)N1C=NC2=C1C=C(C(=C2)NC=2N=NC(=CC2)C)OCCN2CCOCC2)F